FC1CC2[C@H]3CCCN3C3CCC4NCNC(N[C@@H](CCCC2NC1)C)C4N3 (6R,16R)-9-fluoro-16-methyl-2,11,17,19,21,25-hexaazapentacyclo[16.6.2.02,6.07,12.022,26]hexacosane